ClC1=CC(=C(S1)NC(C1=CC(=C(C=C1)O)F)=O)C(=O)NCCC1=C(C=CC=C1)OC(F)(F)F 5-chloro-2-(3-fluoro-4-hydroxybenzamido)-N-(2-(trifluoromethoxy)phenethyl)thiophene-3-carboxamide